6-((3-fluoropyrrolidin-1-yl)methyl)-2-iminooctanoic acid FC1CN(CC1)CC(CCCC(C(=O)O)=N)CC